ClC1=C(C=CC=C1)[C@]1(C(CCCC1)=O)CNC(OCOC(CN(C(C)=O)C)=O)=O (2-(N-methylacetamido)acetoyloxy)methyl (S)-1-(2-chlorophenyl)-2-oxocyclohexylmethylcarbamate